OCC1=CC=C(OC2=CC=C3C(C(C=4C=CC=C2C43)=O)=O)C=C1 5-(4-hydroxymethylphenoxy)acenaphthoquinone